1-(methylsulfonyl)-4-(2,2-dibromovinyl)-benzene CS(=O)(=O)C1=CC=C(C=C1)C=C(Br)Br